2-[(3-methoxybenzyl)amino]acetic acid COC=1C=C(CNCC(=O)O)C=CC1